CCCCCCCCCCCCCCCCC(=O)O[C@H](COC(=O)CCCCCCC/C=C\C/C=C\CCCC)COP(=O)([O-])OCC[N+](C)(C)C 1-(9Z,12Z-heptadecadienoyl)-2-heptadecanoyl-glycero-3-phosphocholine